1-methylcyclopropane-1-carbaldehyde CC1(CC1)C=O